FC1=CC=C(C=C1)C(CC)N 1-(4-fluorophenyl)propan-1-amine